C(C=C)(=O)OCC1=CC=C(C=C1)O (4-hydroxyphenyl)methyl acrylate